9-(2-(dimethylamino)propyl)-9H-pyrido[3,4-b]indol-7-ol CN(C(CN1C2=C(C3=CC=C(C=C13)O)C=CN=C2)C)C